1-(hydroperoxyeicosapentaenoyl)-sn-glycerol O(O)CCCCCCCCCC=CC=CC=CC=CC=CC(=O)OC[C@@H](O)CO